OC1C2CCC2CN2CC3(COC4=CC=C(C(CC(N(CCCC1)C)=O)(C(=O)N)O)C=C24)CCCC2=CC=CC=C23 7',15'-DIHYDROXY-12'-METHYL-13'-OXO-3,4-DIHYDRO-2H-SPIRO[NAPHTHALENE-1,22'-[20]OXA[1,12]DIAZATETRACYCLO[14.7.2.03,6.019,24]PENTACOSA[16,18,24]TRIENE]-15'-CARBOXAMIDE